CCOCOCCC 3,5-Dioxaoctane